Pyrimidine-5-yl-p-toluenesulfonate N1=CN=CC(=C1)OS(=O)(=O)C1=CC=C(C)C=C1